ClC=1C=C2C=NN(C2=CC1COC1=NOC(=C1)C)C1OCCCC1 3-((5-chloro-1-(tetrahydro-2H-pyran-2-yl)-1H-indazol-6-yl)methoxy)-5-methylisoxazole